magnesium methane di(methylphosphinate) CP([O-])=O.CP([O-])=O.C.[Mg+2]